C[C@@H]1N(C[C@H](NC1)C)C(C(=O)OCC)=O ethyl 2-((2S,5R)-2,5-dimethylpiperazin-1-yl)-2-oxoacetate